tert-Butyl 2-((2-((1H-imidazol-1-yl)methyl)benzyl)amino)acetate N1(C=NC=C1)CC1=C(CNCC(=O)OC(C)(C)C)C=CC=C1